O1N=C(C=C1)CCC1=C(C=C2C=C(N(C2=C1)S(=O)(=O)C1=CC=C(C)C=C1)CNC(=O)C1(CC1)C)OC N-((6-(2-(isoxazol-3-yl)ethyl)-5-methoxy-1-tosyl-1H-indol-2-yl)methyl)-1-methylcyclopropane-1-carboxamide